COC1=CC=C2CCN(CC2=C1)C(=O)C1=CN(C2=C1C(N(C=C2C)C)=O)C 3-((7-methoxy-3,4-dihydroisoquinolin-2(1H)-yl)carbonyl)-1,5,7-trimethyl-1,5-dihydro-4H-pyrrolo[3,2-c]pyridin-4-one